2-(2-mercaptoethylthio)-3-[4-(1-{4-[3-mercapto-2-(2-mercaptoethylthio)propoxy]phenyl}-1-methylethyl)-phenoxy]-propane-1-thiol SCCSC(CS)COC1=CC=C(C=C1)C(C)(C)C1=CC=C(C=C1)OCC(CS)SCCS